N(N)C1=CC(=C2C(=N1)N(C(=N2)C2=NC=CC=C2)C)N2CCOCC2 4-(5-hydrazinyl-3-methyl-2-(pyridin-2-yl)-3H-imidazo[4,5-b]pyridin-7-yl)morpholine